Cl.FC=1C=CC2=C(O[C@H](CO2)CN2C[C@@](CCC2)(C)COC)C1 (S)-1-((S)-7-fluoro-2,3-dihydro-benzo[1,4]dioxin-2-ylmethyl)-3-methoxymethyl-3-methyl-piperidine-HCl